C1(CC1)[C@H]1[C@H]([C@@H](O[C@@]1(C(F)(F)F)C)C(=O)NC1=CC(=NC=C1)C(=O)N)C1=C(C(=C(C=C1)F)F)OC (2R,3S,4S,5S)-4-[[4-Cyclopropyl-3-(3,4-Difluoro-2-methoxy-phenyl)-5-methyl-5-(trifluoromethyl)tetrahydrofuran-2-carbonyl]amino]pyridin-2-carboxamid